C(C1=CC=CC=C1)O[C@@H]1[C@H](N(C[C@@H]([C@H]1OCC1=CC=CC=C1)OCC1=CC=CC=C1)CCC1=C(C=C(C=C1F)C(=C)C)F)C (2R,3R,4R,5S)-3,4,5-tris(benzyloxy)-1-(2,6-difluoro-4-(prop-1-en-2-yl)phenethyl)-2-methylpiperidine